CN([C@H]1CCCC=2C=CC=NC12)C[C@@H]1NCC2=CC=CC(=C2C1)N1CCN(CC1)C(=O)N 4-((R)-3-((methyl((S)-5,6,7,8-tetrahydroquinolin-8-yl)amino)methyl)-1,2,3,4-tetrahydroisoquinolin-5-yl)piperazine-1-carboxamide